C(C1=CC=CC=C1)OC1=CSC=C1C#C 3-(benzyloxy)-4-ethynyl-thiophene